CN1CCOC=2N=NC=3C=CC(=CC3C21)C2=CN=C(S2)N 5-(1-methyl-2,3-dihydro-[1,4]oxazino[2,3-c]cinnolin-9-yl)-1,3-thiazol-2-amine